C(C)(C)(C)OC(=O)N1C(CCC=CC1)C1=CC(=CC=2OCCOC21)NC2=NC(=CC(=C2)NC)C [7-[[6-methyl-4-(methylamino)-2-pyridinyl]amino]-2,3-dihydro-1,4-benzodioxin-5-yl]-2,3,4,7-tetrahydroazepine-1-carboxylic acid tert-butyl ester